methyl (S)-4-(1-(3-(difluoromethyl)-1-methyl-5-(4-methyl-3-vinylphenoxy)-1H-pyrazole-4-carboxamido)ethyl)benzoate FC(C1=NN(C(=C1C(=O)N[C@@H](C)C1=CC=C(C(=O)OC)C=C1)OC1=CC(=C(C=C1)C)C=C)C)F